C(CCCCCCCCCCCCC)NCCCCCCCCCCCCCC Dimyristylamine